N-(2-Bromo-4-(perfluoropropane-2-yl)-6-(difluoromethoxy)phenyl)-2-fluoro-3-(((cyclopropanecarbonyl)oxy)(6-fluoropyridine-3-carbonyl)amino)benzamide BrC1=C(C(=CC(=C1)C(C(F)(F)F)(C(F)(F)F)F)OC(F)F)NC(C1=C(C(=CC=C1)N(C(=O)C=1C=NC(=CC1)F)OC(=O)C1CC1)F)=O